4'-C-Azido-2'-deoxy-2',2'-difluorouridine N(=[N+]=[N-])[C@]1([C@H](C([C@@H](O1)N1C(=O)NC(=O)C=C1)(F)F)O)CO